N-(2-(4-isopropylpiperazin-1-yl)-5-(4-(4-((6-(trifluoromethyl)pyridazin-3-yl)oxy)phenyl)piperidine-1-carbonyl)phenyl)-1-phenylmethanesulfonamide C(C)(C)N1CCN(CC1)C1=C(C=C(C=C1)C(=O)N1CCC(CC1)C1=CC=C(C=C1)OC=1N=NC(=CC1)C(F)(F)F)NS(=O)(=O)CC1=CC=CC=C1